CC1(CNC(C2=CC=C(C=C12)C1=NC(=NC=C1)NC1=CC(=CC=C1)S(=O)(=O)C)=O)C 4,4-dimethyl-6-(2-((3-(methylsulfonyl)phenyl)amino)pyrimidin-4-yl)-3,4-dihydroisoquinolin-1(2H)-one